3-[5-(difluoromethyl)-1,3,4-thiadiazol-2-yl]-N-(3-methyloxetan-3-yl)-7-[4-(2-methylpropanoyl)piperazin-1-yl]-1,2,3-benzotriazole-5-sulfonamide FC(C1=NN=C(S1)N1N=NC2=C1C=C(C=C2N2CCN(CC2)C(C(C)C)=O)S(=O)(=O)NC2(COC2)C)F